tris[2-(2-pyridinyl)phenyl]iridium N1=C(C=CC=C1)C1=C(C=CC=C1)[Ir](C1=C(C=CC=C1)C1=NC=CC=C1)C1=C(C=CC=C1)C1=NC=CC=C1